Tert-butyl 2-(6-(4,4,5,5-tetramethyl-1,3,2-dioxaborolan-2-yl)isochroman-8-yl)pyrrolidine-1-carboxylate CC1(OB(OC1(C)C)C=1C=C2CCOCC2=C(C1)C1N(CCC1)C(=O)OC(C)(C)C)C